CN(C[C@H](C)N)C (S)-N1,N1-dimethylpropane-1,2-diamine